(R)-4-(7-Chloro-10-(3-(4-chloro-3,5-dimethylphenoxy)propyl)-4-methyl-1-oxo-6-(1,3,5-trimethyl-1H-pyrazol-4-yl)-3,4-dihydropyrazino[1,2-a]indol-2(1H)-yl)quinoline-8-carboxylic Acid ClC=1C=CC=2C(=C3N(C2C1C=1C(=NN(C1C)C)C)[C@@H](CN(C3=O)C3=CC=NC1=C(C=CC=C31)C(=O)O)C)CCCOC3=CC(=C(C(=C3)C)Cl)C